CCCCCCCCCCCC1=CC(=CC(=O)O1)O The molecule is a 2-pyranone in which the hydrogens at positions 4 and 6 of 2H-pyran-2-one are replaced by hydroxy and undecyl groups respectively. It is a member of 2-pyranones and a heteroaryl hydroxy compound.